N-{[4-(trifluoromethyl)pyridin-2-yl]methyl}-1-{4-[4-({[4-(trifluoromethyl)pyridin-2-yl]methyl}carbamoyl)-1H-1,2,3-triazol-1-yl]butyl}-1H-1,2,3-triazole-4-carboxamide FC(C1=CC(=NC=C1)CNC(=O)C=1N=NN(C1)CCCCN1N=NC(=C1)C(NCC1=NC=CC(=C1)C(F)(F)F)=O)(F)F